F[Sb-](F)(F)(F)(F)F.[Ge+2].[I+].F[Sb-](F)(F)(F)(F)F.F[Sb-](F)(F)(F)(F)F iodine germanium hexafluoroantimonate